BrC1=CC2=C(N=C(S2)NC(=O)C2(CCCCC2)C)C=C1 N-(6-bromo-1,3-benzothiazol-2-yl)-1-methylcyclohexane-1-carboxamide